C1(CCC1)CC=1N=CC2=C(N1)NC=C2C=2C=C1N=CC=NC1=CC2 6-(2-(cyclobutylmethyl)-7H-pyrrolo[2,3-d]pyrimidin-5-yl)quinoxaline